1-(4,4-dimethylthiochroman-6-yl)-beta-(diphenylphosphoryl)ethan-1-one CC1(CCSC2=CC=C(C=C12)C(CP(=O)(C1=CC=CC=C1)C1=CC=CC=C1)=O)C